bis-(4-methylbenzyl) oxalate C(C(=O)OCC1=CC=C(C=C1)C)(=O)OCC1=CC=C(C=C1)C